C(C=C)(=O)N1C[C@H](C[C@@H]1COC)N1N=C(C(=C1NC)C(=O)N)C#CC1=CC2=C(N(C=N2)C2CCC2)C=C1F 1-((3S,5R)-1-acryloyl-5-(methoxymethyl)pyrrolidin-3-yl)-3-((1-cyclobutyl-6-fluoro-1H-benzo[d]imidazol-5-yl)ethynyl)-5-(methylamino)-1H-pyrazole-4-carboxamide